(3-tertiary butyl-4-hydroxy-5-methylphenyl) propionate C(CC)(=O)OC1=CC(=C(C(=C1)C)O)C(C)(C)C